3-(1-ethyl-2-(2-(methoxymethyl)pyridine-3-yl)-5-(4,4,5,5-tetramethyl-1,3,2-dioxaborolan-2-yl)-1H-indol-3-yl)-2,2-dimethylpropan-1-ol C(C)N1C(=C(C2=CC(=CC=C12)B1OC(C(O1)(C)C)(C)C)CC(CO)(C)C)C=1C(=NC=CC1)COC